3β,7β-dihydroxyandrost-5-en-17-one O[C@@H]1CC2=C[C@@H]([C@H]3[C@@H]4CCC([C@@]4(C)CC[C@@H]3[C@]2(CC1)C)=O)O